BrC(=C1CN(C2=C(S1=O)C=CC=C2)S(=O)(=O)C2=CC=C(C)C=C2)C2=CC=CC1=CC=CC=C21 2-(bromo(1-naphthyl)methylene)-4-p-toluenesulfonyl-3,4-dihydro-2H-benzo[b][1,4]thiazine-1-oxide